6-(2-chlorophenyl)-3-(1,6-naphthyridin-8-yl)thieno[3,2-d]pyrimidine-2,4(1H,3H)-dione ClC1=C(C=CC=C1)C1=CC=2NC(N(C(C2S1)=O)C=1C=NC=C2C=CC=NC12)=O